2-((2S)-2-(1-cyclopropyl-1H-pyrazol-4-yl)-4-morpholinyl)-7-methyl-4-(trans-3-(trifluoromethyl)cyclobutyl)pyrido[2,3-d]pyrimidine C1(CC1)N1N=CC(=C1)[C@H]1CN(CCO1)C=1N=C(C2=C(N1)N=C(C=C2)C)[C@@H]2C[C@H](C2)C(F)(F)F